CC1=CC=C(COC2=CC=C3CCC(OC3=C2)C(=O)OCC)C=C1 ethyl 7-((4-methylbenzyl)oxy)chromane-2-carboxylate